2-[(2-fluorophenyl)methoxycarbonylamino]-4-[2-methoxyethyl-[4-(5,6,7,8-tetrahydro-1,8-naphthyridin-2-yl)butyl]amino]butanoic acid FC1=C(C=CC=C1)COC(=O)NC(C(=O)O)CCN(CCCCC1=NC=2NCCCC2C=C1)CCOC